3-(2,4-dioxotetrahydropyrimidin-1(2H)-yl)-4-methoxybenzoic acid pentafluorophenyl ester FC1=C(C(=C(C(=C1OC(C1=CC(=C(C=C1)OC)N1C(NC(CC1)=O)=O)=O)F)F)F)F